CC1=NC=CC=C1C1=CCCCCN1C=O 7-(2-methyl-3-pyridinyl)-2,3,4,5-tetrahydroazepine-1-carbaldehyde